ClC1=C(C=C(C=C1)OC)S(=O)(=O)NC1=CC=C(C=C1)C1=NC(=C(C=C1)C#N)Cl 2-chloro-N-(4-(6-chloro-5-cyanopyridin-2-yl)-phenyl)-5-methoxybenzenesulfonamide